C(=O)C1CCN(CC1)C1=CC=C(C=C1)C1CCN(CC1)C1=CC(=C(C#N)C=C1)C(F)(F)F 4-(4-(4-(4-formylpiperidin-1-yl)phenyl)piperidin-1-yl)-2-(trifluoromethyl)benzonitrile